((2-fluoro-4-(5-(trifluoromethyl)-1,2,4-oxadiazol-3-yl)phenyl)imino)(methyl)(pyridin-2-yl)-λ6-sulfanone FC1=C(C=CC(=C1)C1=NOC(=N1)C(F)(F)F)N=S(=O)(C1=NC=CC=C1)C